[Si](C1=CC=CC=C1)(C1=CC=CC=C1)(C(C)(C)C)OCC=1C=C(C=NC1)C1(COC1)O 3-(5-(((tert-butyldiphenylsilyl)oxy)methyl)pyridin-3-yl)oxetan-3-ol